2'-((propane-2,2-diylbis(4,1-phenylene))bis(methylene))bis(oxirane) CC(C)(C1=CC=C(C=C1)CC1OC1)C1=CC=C(C=C1)CC1OC1